C(C)(C)(C)OC(=O)N1C(OCC1C(C(CF)(CF)CF)(C\C=C\C(=O)OCC)CC(F)(F)F)(C)C.CC1N=C(SC1)Cl methyl-chlorothiazoline tert-butyl-(E)-4-(6-ethoxy-1,1,1-trifluoromethyl-6-oxo-2-(trifluoromethylmethyl)hexa-4-en-2-yl)-2,2-Dimethyloxazolidine-3-carboxylate